BrC=1C=CC(=C(C#N)C1)CN1C(=NC=C1)C(C)C 5-bromo-2-((2-Isopropyl-1H-imidazol-1-yl)methyl)benzonitrile